(3,3-difluoro-4-hydroxy-1-azaspiro[4.4]nonan-1-yl)(4-(difluoromethyl)-5-methyl-1H-imidazol-2-yl)methanone FC1(CN(C2(C1O)CCCC2)C(=O)C=2NC(=C(N2)C(F)F)C)F